C(CCCCCC(C)C)(=O)OCCCCCCC(C)C Isononyl isononanate